NC1=NC=C(C=C1C1=CC(=C(C=C1)O)OC)C1=CC=C(C=C1)N1CCN(CC1)C 4-[2-amino-5-[4-(4-methylpiperazin-1-yl)phenyl]-3-pyridyl]-2-methoxy-phenol